BrC=1C(=CC(=NC1)C)O 5-bromo-2-methylpyridin-4-ol